(6R)-6-({2-(4-methoxyphenyl)-7-[1-(trifluoromethyl)cyclopropyl][1,2,4]triazolo[1,5-c]quinazolin-5-yl}amino)-1,4-diazepan-5-one COC1=CC=C(C=C1)C1=NN2C(=NC=3C(=CC=CC3C2=N1)C1(CC1)C(F)(F)F)N[C@H]1C(NCCNC1)=O